methyl 5-chloro-1-(diethoxymethyl)-1H-pyrrolo[2,3-b]pyridine-3-carboxylate ClC=1C=C2C(=NC1)N(C=C2C(=O)OC)C(OCC)OCC